5-((6-((5-chloro-2-((2r,6s)-2,6-dimethylmorpholino)pyrimidin-4-yl)amino)-3-methyl-2-oxo-2,3-dihydro-1H-benzo[d]imidazol-1-yl)methyl)-5-ethyloxazolidin-2-one ClC=1C(=NC(=NC1)N1C[C@H](O[C@H](C1)C)C)NC=1C=CC2=C(N(C(N2C)=O)CC2(CNC(O2)=O)CC)C1